ClC=1C=C(C=CC1F)NC(N(CCS(=O)(=O)C)[C@H]1COCC=2NC(C=3C=C(C(=CC3C21)F)F)=O)=O (R)-3-(3-chloro-4-fluorophenyl)-1-(8,9-difluoro-6-oxo-1,4,5,6-tetrahydro-2H-pyrano[3,4-c]isoquinolin-1-yl)-1-(2-(methylsulfonyl)ethyl)urea